4,7-bis[5-(tributylstannyl)thiophen-2-yl]-5,6-difluoro-2-(2-octyldodecyl)-2H-benzotriazole C(CCC)[Sn](C1=CC=C(S1)C1=C(C(=C(C2=NN(N=C21)CC(CCCCCCCCCC)CCCCCCCC)C=2SC(=CC2)[Sn](CCCC)(CCCC)CCCC)F)F)(CCCC)CCCC